C(C=CC)C1=CSC2=C1C=CC=C2 3-(2-buten-1-yl)benzothiophene